C(#N)C1=CC(=C(COC2CC(CCC2)C2=CC=C(C=C2)CC(=O)O)C=C1)F 2-(4-(3-((4-cyano-2-fluorobenzyl)oxy)cyclohexyl)phenyl)acetic acid